CSC1=NN(C2=CC=CC=C12)SC bis(methylthio)-1H-indazol